COC1=C(C=C(C=C1)C1=CC=CC=C1)C(=O)N 4-methoxy-[1,1'-biphenyl]-3-carboxamide